(1S,3R)-1-(4-bromo-2,6-difluorophenyl)-3-methyl-2-(2,2,2-trifluoroethyl)-1,2,3,4-tetrahydroisoquinoline BrC1=CC(=C(C(=C1)F)[C@H]1N([C@@H](CC2=CC=CC=C12)C)CC(F)(F)F)F